O=C1NC(CCC1N1C(N(C2=C1C=CC(=C2)CCCN2C[C@@H](NCC2)C(=O)NS(=O)(=O)C)C)=O)=O (2R)-4-[3-[1-(2,6-dioxo-3-piperidyl)-3-methyl-2-oxo-benzimidazol-5-yl]propyl]-N-methylsulfonyl-piperazine-2-carboxamide